CCCCCC(C=C)O octen-3-ol